1-(2,2-diethoxyethoxy)-4-methylbenzene C(C)OC(COC1=CC=C(C=C1)C)OCC